5-(prop-2-yn-1-yloxy)-N-(4-(2-propylhydrazine-1-carbonyl)benzyl)benzofuran-2-carboxamide C(C#C)OC=1C=CC2=C(C=C(O2)C(=O)NCC2=CC=C(C=C2)C(=O)NNCCC)C1